methyl 3-(N-(5-cyano-2-(5-methylthiophen-2-yl)phenyl)sulfamoyl)-4-methoxybenzoate C(#N)C=1C=CC(=C(C1)NS(=O)(=O)C=1C=C(C(=O)OC)C=CC1OC)C=1SC(=CC1)C